N-(4-((6-cyclopropyl-2-(1,1-difluoroethyl)pyrimidin-4-yl)amino)-5-ethoxypyridin-2-yl)acetamide C1(CC1)C1=CC(=NC(=N1)C(C)(F)F)NC1=CC(=NC=C1OCC)NC(C)=O